BrC1=C(C=C(C(=O)N2CC=3N(CC2)C(N(C3C(=O)N[C@@H](C)C3=C(C=C(C=C3)OC)F)C3=CC=C(C=C3)OC(C)C)=O)C=C1)Cl |r| 7-(4-bromo-3-chloro-benzoyl)-2-(4-isopropoxyphenyl)-3-oxo-N-[rac-(1S)-1-(2-fluoro-4-methoxy-phenyl)ethyl]-6,8-dihydro-5H-imidazo[1,5-a]pyrazine-1-carboxamide